O[C@@H](C\C=C/CCCCCCCC(=O)O)CCCCCC (R)-12-hydroxy-(Z)-octadec-9-enoic acid